C[Si](C#CC1=CC2=C(N=C(S2)N2C([C@H]3[C@H]4C=C[C@@H]([C@H]3C2=O)C4)=O)C=C1)(C)C (1R,2S,6R,7S)-4-[6-(2-trimethylsilylethynyl)-1,3-benzothiazol-2-yl]-4-azatricyclo[5.2.1.02,6]dec-8-en-3,5-dione